FC(C(=O)O)CC1=CC(=CC=C1)C(C1=CN=C(N1)C1=CC(=CC=C1)OC=1C(=C2C=CNC2=CC1)C)O 2-Fluoro-3-(3-(hydroxy(2-(3-((4-methyl-1H-indol-5-yl)oxy)phenyl)-1H-imidazol-5-yl)methyl)phenyl)propanoic acid